(1s,4s)-4-((4-(methoxy-d3)-5-(pyrazolo[1,5-a]pyridin-5-yl)-7H-pyrrolo[2,3-d]pyrimidin-2-yl)amino)-1-methylcyclohexan-1-ol C(OC=1C2=C(N=C(N1)NC1CCC(CC1)(O)C)NC=C2C2=CC=1N(C=C2)N=CC1)([2H])([2H])[2H]